C(CCC=C)O[C@@H]1CN(CC1)C(=O)OC(C)(C)C tert-butyl (S)-3-(pent-4-en-1-yloxy)pyrrolidine-1-carboxylate